1,11-dibromoundecane BrCCCCCCCCCCCBr